C(C)(C)(C)OC(=O)N1[C@H](C[C@@H](C1)C1=CC=CC=C1)C(N[C@H](C(=O)NCC=1C(=NC(=CC1)N)CC)C)=O (2R,4R)-2-(((S)-1-(((6-amino-2-ethylpyridin-3-yl)methyl)amino)-1-oxopropan-2-yl)carbamoyl)-4-phenylpyrrolidine-1-carboxylic acid tert-butyl ester